C1(=CC=CC=C1)NC1=CC2=CC=CC=C2C=C1 Phenyl-β-naphthylamin